FC1=CC=C(C=C1)C=1C=C2C(=NC=NC2=C(C1)C=1CCNCC1)N[C@H](C)C=1C=NC(=NC1)C(F)(F)F (R)-6-(4-fluorophenyl)-8-(1,2,3,6-tetrahydropyridin-4-yl)-N-(1-(2-(trifluoro-methyl)pyrimidin-5-yl)ethyl)quinazolin-4-amine